N(=[N+]=[N-])[C@](COC)(C)C1=CN=C(C2=CN=C(C=C12)Cl)OC1CC1 (R)-4-(2-azido-1-methoxypropan-2-yl)-6-chloro-1-cyclopropoxy-2,7-naphthyridine